di(2-mercaptopropyl) phthalate C(C=1C(C(=O)OCC(C)S)=CC=CC1)(=O)OCC(C)S